ClC1=NC=CC(=C1)C=CC(=O)N1CCOCC1 3-(2-chloropyridin-4-yl)-1-(morpholin-4-yl)prop-2-en-1-one